(phenylamino)propyl-trimethoxysilane Ethyl-2-ethyl-6,6-dimethyl-2-cyclohexencarboxylat C(C)OC(=O)C1C(=CCCC1(C)C)CC.C1(=CC=CC=C1)NCCC[Si](OC)(OC)OC